(1R,4S)-2,5-diazabicyclo[2.2.1]hept-2-yl(3-{2-[(3,5-dimethylphenyl)amino]pyrimidin-4-yl}-1-methyl-1H-pyrazol-5-yl)methanone hydrochloride Cl.[C@H]12N(C[C@@H](NC1)C2)C(=O)C2=CC(=NN2C)C2=NC(=NC=C2)NC2=CC(=CC(=C2)C)C